2-[(6-hydroxy-3-morpholinosulfonyl-4-quinolyl)amino]benzoic acid OC=1C=C2C(=C(C=NC2=CC1)S(=O)(=O)N1CCOCC1)NC1=C(C(=O)O)C=CC=C1